2,2'-[9,10-anthracenediylbis(oxy)]bisethanol C1=CC=CC2=C(C3=CC=CC=C3C(=C12)OCCO)OCCO